(E)-N-hydroxy-3-(2-(2-pivaloyl-2,5-diazaspiro[3.4]octan-5-yl)phenyl)acrylamide ONC(\C=C\C1=C(C=CC=C1)N1C2(CN(C2)C(C(C)(C)C)=O)CCC1)=O